CN1CCN(CC1)C1=CC=C(C=C1)NC1=NC=C(C(=N1)C1=CC=C(O1)C1CCN(CC1)C=O)C1=CN=CS1 4-(5-(2-((4-(4-methylpiperazin-1-yl)phenyl)amino)-5-(thiazol-5-yl)pyrimidin-4-yl)furan-2-yl)piperidine-1-carbaldehyde